tert-butyl 4-[3-[6-[2-cyano-3-[[ethyl(methyl)sulfamoyl]amino]-6-fluoro-phenoxy]-4-oxo-quinazolin-3-yl]propyl]-4-fluoro-piperidine-1-carboxylate C(#N)C1=C(OC=2C=C3C(N(C=NC3=CC2)CCCC2(CCN(CC2)C(=O)OC(C)(C)C)F)=O)C(=CC=C1NS(N(C)CC)(=O)=O)F